(1R)-N-(4-(4-{[(2S)-2-amino-2,4-dimethylpent-4-en-1-yl]oxy}-3-cyanophenyl)pyridin-2-yl)-2,2-difluorocyclopropane-1-carboxamide N[C@](COC1=C(C=C(C=C1)C1=CC(=NC=C1)NC(=O)[C@@H]1C(C1)(F)F)C#N)(CC(=C)C)C